palladium nitrite hydrate O.N(=O)[O-].[Pd+2].N(=O)[O-]